OC1(CCN(CC1)CCN1CC2=CC(=CC(=C2CC1)C)C=1N=C2C(=NC1)NC=C2C2=CC=C(C(=O)N(C)C)C=C2)C 4-(2-(2-(2-(4-hydroxy-4-methylpiperidin-1-yl)ethyl)-5-methyl-1,2,3,4-tetrahydroisoquinolin-7-yl)-5H-pyrrolo[2,3-b]pyrazin-7-yl)-N,N-dimethylbenzamide